C(C)(C)(C)OC(=O)NCC(=O)O N-(tert-butyloxycarbonyl)glycine